4-chloro-3-nitro-5-(oxetan-3-yloxy)benzamide ClC1=C(C=C(C(=O)N)C=C1OC1COC1)[N+](=O)[O-]